1,4,8,11-tetraaza-5,7,12-trioxo-cyclotetradecane O=C1NCCNCCC(NCCNC(C1)=O)=O